F[C@H]1CC[C@H](CC1)C1=C(OC2(CC2)C(=O)OC(C)(C)C)C=C(C=C1)C tert-butyl 1-(2-(cis-4-fluorocyclohexyl)-5-methylphenoxy)cyclopropane-1-carboxylate